8-fluoro-7-[7-fluoro-3-(methoxymethoxy)-8-[2-(triisopropylsilyl)ethynyl]naphthalen-1-yl]-2-(methylsulfanyl)pyrido[4,3-d]pyrimidin-5-yl-pyrrolidine-2-carboxamide FC1=C(N=C(C2=C1N=C(N=C2)SC)N2C(CCC2)C(=O)N)C2=CC(=CC1=CC=C(C(=C21)C#C[Si](C(C)C)(C(C)C)C(C)C)F)OCOC